C(C)(C)C1=NC=CC(=C1B1OC(C(O1)(C)C)(C)C)OC 2-isopropyl-4-methoxy-3-(4,4,5,5-tetramethyl-1,3,2-dioxaborolan-2-yl)pyridine